Ethyl (2R)-3-(5-cyano-1H-imidazol-1-yl)-2-{[(1,2,3,5,6,7-hexahydro-s-indacen-4-yl)-carbamoyl]oxy}propanoate C(#N)C1=CN=CN1C[C@H](C(=O)OCC)OC(NC1=C2CCCC2=CC=2CCCC12)=O